N-(4-pyridinylmethyl)-N'-(2-pyridinylmethyl)-N-(6,7,8,9-tetrahydro-5H-cyclohepta[b]pyridin-9-yl)-1,4-benzenedimethanamine N1=CC=C(C=C1)CN(CC1=CC=C(C=C1)CNCC1=NC=CC=C1)C1CCCCC=2C1=NC=CC2